diethyl 2-((3-(4-fluorophenyl)ureido)methylene)malonate FC1=CC=C(C=C1)NC(NC=C(C(=O)OCC)C(=O)OCC)=O